N-(14-hydroxy-3,6,9,12-tetraoxatetradecyl)-2-(7-phenyl-2,7-diazaspiro[4.4]nonan-2-yl)isonicotinamide OCCOCCOCCOCCOCCNC(C1=CC(=NC=C1)N1CC2(CC1)CN(CC2)C2=CC=CC=C2)=O